COC(NC=1C=C2CCC=3C=CC=C(C1NC(C1=CC=C(C=C1)F)=O)C32)=O (5-(4-fluorobenzamido)-1,2-dihydroacenaphthylen-4-yl)carbamic acid methyl ester